2-(1-(4-Amino-3-(1H-indol-6-yl)-1H-pyrazolo[3,4-d]pyrimidin-1-yl)ethyl)-3-(3-Fluorophenyl)-4H-chromen-4-one NC1=C2C(=NC=N1)N(N=C2C2=CC=C1C=CNC1=C2)C(C)C=2OC1=CC=CC=C1C(C2C2=CC(=CC=C2)F)=O